2-((2s,4s)-5-chloro-6-fluoro-2-phenyl-2-((S)-pyrrolidin-2-yl)indolin-4-yl)-3-fluoro-4-methoxybenzamide ClC=1C(=C2C[C@@](NC2=CC1F)([C@H]1NCCC1)C1=CC=CC=C1)C1=C(C(=O)N)C=CC(=C1F)OC